C(C)(C)(C)OC(=O)N1N=C(C=2C1=CN=CC2)NC(C2=CC=C(C=C2)N2CCNCC2)=O 3-(4-(piperazin-1-yl)benzamido)-1H-pyrazolo[3,4-c]pyridine-1-carboxylic acid tert-butyl ester